N-trans-cinnamoyltryptamine C(C=CC1=CC=CC=C1)(=O)NCCC1=CNC2=CC=CC=C12